O=C(C(=O)OCCCCCCOCC1=CC=CC=C1)CCC(=O)OCCCCCCOCC1=CC=CC=C1 Bis(6-(benzyloxy)hexyl) 2-oxopentanedioate